N1(CCN(CC1)C(=O)[C@@]1(O[C@H]1C1=CC=C(C=C1)[N+](=O)[O-])C)C(=O)[C@@]1(O[C@H]1C1=CC=C(C=C1)[N+](=O)[O-])C Piperazine-1,4-diylbis(((2R,3S)-2-methyl-3-(4-nitrophenyl)oxiran-2-yl)-methanone)